FC1([C@H]2[C@H](N([C@@H](C1)CC2)C(=O)C2(C1=CC=CC=C1C=1C=CC=CC21)O)C(=O)N[C@H](C[C@H]2C(NCC2)=O)\C=C(/S(=O)(=O)C)\F)F (1R,3S,4R)-5,5-difluoro-N-((R,Z)-4-fluoro-4-(methylsulfonyl)-1-((S)-2-oxopyrrolidin-3-yl)but-3-en-2-yl)-2-(9-hydroxy-9H-fluorene-9-carbonyl)-2-azabicyclo[2.2.2]octane-3-carboxamide